N[C@H]1C(CN2C(NCC=3C=CC(=C(OC=4C=CC=C(C[C@H]21)C4F)N3)C)=O)(F)F (15aS,16R)-16-Amino-17,17,20-trifluoro-7-methyl-2,3,15a,16,17,18-hexahydro-1H,15H-4,8-(azeno)-10,14-(metheno)pyrrolo[1,2-j][1,8,10]oxadiazacycloheptadecin-1-one